FC=1C=C(C=CC1O)/C=C/C(=O)C1=CC=C(C=C1)SC (E)-3-(3-Fluoro-4-hydroxyphenyl)-1-(4-methylsulfanylphenyl)prop-2-en-1-one